C1(CC1)C1=NNC=C1C(=O)N1CCC2(C(C2)CNC(=O)C2=CC=3C(=CN=CC3)O2)CC1 N-[[6-(3-cyclopropyl-1H-pyrazole-4-carbonyl)-6-azaspiro[2.5]octan-2-yl]methyl]furo[2,3-c]pyridine-2-carboxamide